4-(didodecylamino)butan-1-ol C(CCCCCCCCCCC)N(CCCCO)CCCCCCCCCCCC